COC(CCCCCC=CC=CCC)OC 12,12-dimethoxy-3,5-dodecadiene